2-(4-((2-aminothiazol-5-yl)methyl)piperazin-1-yl)-N-(quinoxalin-6-yl)acetamide NC=1SC(=CN1)CN1CCN(CC1)CC(=O)NC=1C=C2N=CC=NC2=CC1